N-(beta-aminoethyl)-aminopropylmethyldimethoxysilane NCCNCCC[Si](OC)(OC)C